1-[(3R)-6-bromo-2,3-dihydrobenzofuran-3-yl]triazole BrC1=CC2=C([C@H](CO2)N2N=NC=C2)C=C1